CC1=CC=C(C=N1)NC(=O)N [(6-methyl(3-pyridyl))amino]carboxamide